(1R,3s,5S)-3-((2-amino-4-bromophenyl)(methyl)carbamoyl)-8-azabicyclo[3.2.1]octane-8-carboxylic acid tert-butyl ester C(C)(C)(C)OC(=O)N1[C@H]2CC(C[C@@H]1CC2)C(N(C)C2=C(C=C(C=C2)Br)N)=O